1-(3-(4-amino-5-(4-cyclobutoxyphenyl)-7-methyl-7H-pyrrolo[2,3-d]pyrimidin-6-yl)pyrrolidin-1-yl)prop-2-en-1-one NC=1C2=C(N=CN1)N(C(=C2C2=CC=C(C=C2)OC2CCC2)C2CN(CC2)C(C=C)=O)C